CC1=CC(=NN1COCC[Si](C)(C)C)C(F)(F)F 5-methyl-3-(trifluoromethyl)-1-{[2-(trimethylsilyl)ethoxy]methyl}-1H-pyrazole